3,4-Dichlorophenyl 3-deoxy-3-[5-(3,4,5-trifluorophenyl)-1,3,4-oxadiazol-2-yl]-1-thio-α-D-galactopyranoside FC=1C=C(C=C(C1F)F)C1=NN=C(O1)[C@@H]1[C@H]([C@@H](SC2=CC(=C(C=C2)Cl)Cl)O[C@@H]([C@@H]1O)CO)O